ClC1=NC=C(C=C1CSCN1CCNCC1)C(F)(F)F ((((2-chloro-5-(trifluoromethyl)pyridin-3-yl)methyl)thio)methyl)piperazine